azetidin-1-carboxylic acid-2-methylpropan-2-yl ester CC(C)(C)OC(=O)N1CCC1